N[C@@H]1CN(C[C@H](C1)F)C1=CC(=NC=C1C=1C=NN(C1)CC(F)(F)F)NC1=CC=C2C(=N1)N(N=C2)C(C)C N-(4-((3S,5S)-3-amino-5-fluoropiperidin-1-yl)-5-(1-(2,2,2-trifluoroethyl)-1H-pyrazol-4-yl)pyridin-2-yl)-1-isopropyl-1H-pyrazolo[3,4-b]pyridin-6-amine